methyl 4-amino-1-(6-aminopyridin-3-yl)-7-bromo-2-oxo-1,2-dihydroquinoline-3-carboxylate NC1=C(C(N(C2=CC(=CC=C12)Br)C=1C=NC(=CC1)N)=O)C(=O)OC